N(C1=CC=CC=C1)C1=NC2=CC=C(C=C2C(N1C1=CC=CC=C1)=O)OC 2-anilino-6-methoxy-3-phenylquinazolin-4(3H)-one